ruthenium-iridium oxide [Ir]=O.[Ru]